C(C)OC1=CC=C2C=C(COC2=C1)C(=O)NC 7-ethoxy-N-methyl-2H-chromene-3-carboxamide